(R)-2-amino-1-(4-(3-(trifluoromethoxy)phenyl)piperazin-1-yl)propan-1-one N[C@@H](C(=O)N1CCN(CC1)C1=CC(=CC=C1)OC(F)(F)F)C